COC=1C=C2C(=C(C=NC2=CC1OC)S(=O)(=O)C1=CC=C(C=C1)OC)N1CCC(CC1)N1C(CCC1)=O 1-(1-(6,7-dimethoxy-3-((4-methoxyphenyl)sulfonyl)quinolin-4-yl)piperidin-4-yl)pyrrolidin-2-one